NCCCCCCCN ls-1,7-diaminoheptane